1-(4-bromo-phenyl)cyclopropanecarboxylic acid BrC1=CC=C(C=C1)C1(CC1)C(=O)O